ClC=1C=C2CCN([C@H](C2=C(C1)Cl)C)C(=O)[C@H]1CN(CCO1)C1=CC(=C(C=C1)OC)OC ((S)-6,8-dichloro-1-methyl-3,4-dihydroisoquinolin-2(1H)-yl)((R)-4-(3,4-dimethoxyphenyl)morpholin-2-yl)methanone